dinormal octyl phthalate C(C=1C(C(=O)OCCCCCCCC)=CC=CC1)(=O)OCCCCCCCC